tert-butyl (3R)-3-(((3-(2,6-dioxopiperidin-3-yl)-1-methyl-1H-indazol-7-yl)(methyl)amino)methyl)piperidine-1-carboxylate O=C1NC(CCC1C1=NN(C2=C(C=CC=C12)N(C)C[C@@H]1CN(CCC1)C(=O)OC(C)(C)C)C)=O